4-cyclopropyl-3-(1H-indazol-4-yl)-N-(2-(trifluoromethyl)pyridin-4-yl)isothiazole-5-carboxamide C1(CC1)C=1C(=NSC1C(=O)NC1=CC(=NC=C1)C(F)(F)F)C1=C2C=NNC2=CC=C1